FC1(CC(C1)CN1N=C(C=C1C)[N+](=O)[O-])F 1-((3,3-Difluorocyclobutyl)methyl)-5-methyl-3-nitro-1H-pyrazole